2-[2-[(1S)-2-benzyloxy-1-methyl-ethoxy]ethoxy]tetrahydropyran C(C1=CC=CC=C1)OC[C@@H](OCCOC1OCCCC1)C